5-amino-N-[(1r,3s)-3-{[6-chloro-2-(trifluoromethyl)quinolin-4-yl]amino}cyclohexyl]-1-(2-hydroxy-2-methylpropyl)-1H-pyrazole-4-carboxamide NC1=C(C=NN1CC(C)(C)O)C(=O)N[C@H]1C[C@H](CCC1)NC1=CC(=NC2=CC=C(C=C12)Cl)C(F)(F)F